FC=1C=C2CN(CC2=CC1)C1=NC=2N(C(=C1)C=1C=NNC1)N=C(C2C(C)C)C(=O)NC2=CC=C1C=NNC1=C2 (5-fluoroisoindolin-2-yl)-N-(1H-indazol-6-yl)-3-isopropyl-7-(1H-pyrazol-4-yl)pyrazolo[1,5-a]pyrimidine-2-carboxamide